O[C@@H]1[C@H](CO[C@@H]([C@@H]1O)CO)NC1=NC=CC(=N1)CCCOCCOCCNC(OC(C)(C)C)=O tert-butyl (2-(2-(3-(2-(((3S,4R,5R,6R)-4,5-dihydroxy-6-(hydroxymethyl)tetrahydro-2H-pyran-3-yl)amino)pyrimidin-4-yl)propoxy)ethoxy)ethyl)carbamate